[Ni].C1C=CC2=CC=CC=C12.C1C=CC2=CC=CC=C12 bis(indene) nickel